COC1=CC=C(C=N1)NC(=O)[C@H]1[C@H]2[C@@H]3C[C@@H]3[C@@H]([C@@H]1C=1C=NC(=CC1)C)O2 (1S,2S,4R,5R,6R,7S)-N-(6-methoxypyridin-3-yl)-7-(6-methylpyridin-3-yl)-8-oxatricyclo[3.2.1.02,4]octane-6-carboxamide